1-((1-(2-(4-fluorophenyl)-2-oxoethyl)piperidin-4-yl)methyl)-3-((5-(methoxymethyl)thiazol-2-yl)methyl)-1-methylurea FC1=CC=C(C=C1)C(CN1CCC(CC1)CN(C(=O)NCC=1SC(=CN1)COC)C)=O